TITANIUM CARBON N,N'''-1,2-cyclohexanediylbis(N'-cyanoguanidine) C1(C(CCCC1)NC(=N)NC#N)NC(=N)NC#N.[C].[Ti]